C(CCCCCCCCCCC)OC1=C(C(=C(C(=O)N)C=C1)OCCCCCCCCCCCC)OCCCCCCCCCCCC tri(dodecyloxy)benzamide